ClC1=NC=C2NC(N(C2=N1)CC1=CC=C(C=C1)N1N=C(C=C1C1CC1)C(F)(F)F)=O 2-chloro-9-([4-[5-cyclopropyl-3-(trifluoromethyl)pyrazol-1-yl]phenyl]methyl)-7H-purin-8-one